FC=1C=C(C=C(C1OC)[N+](=O)[O-])COC[C@@H](C)NC([O-])=O [(1R)-2-[(3-fluoro-4-methoxy-5-nitro-phenyl)methoxy]-1-methyl-ethyl]carbamate